COC1=C2C=C(NC2=CC=C1)C(=O)N1CC2(CC2)CC1C(=O)NC(C=O)C[C@H]1C(NCCC1)=O 5-(4-methoxy-1H-indole-2-carbonyl)-N-(1-oxo-3-((S)-2-oxopiperidin-3-yl)propan-2-yl)-5-azaspiro[2.4]heptane-6-carboxamide